NC([C@H](CCC(=O)OC(C)(C)C)N1C(C2=CC=CC(=C2C1)OCC1=CC=C(C=C1)C=O)=O)=O (S)-tert-butyl 5-amino-4-(4-((4-formylbenzyl)oxy)-1-oxoisoindolin-2-yl)-5-oxopentanoate